BrC1=C(C=C2C=NN(C(C2=C1)=O)C)OCOC 7-bromo-6-(methoxymethoxy)-2-methylphthalazin-1-one